(R)-(4-(7-fluoropyrazolo[1,5-a]pyridin-2-yl)-6,7-dihydro-1H-imidazo[4,5-c]pyridin-5(4H)-yl)(5-(1-methyl-1H-pyrazol-5-yl)-1,3,4-oxadiazol-2-yl)methanone FC1=CC=CC=2N1N=C(C2)[C@@H]2N(CCC1=C2N=CN1)C(=O)C=1OC(=NN1)C1=CC=NN1C